Allyl (S)-(5-(benzyloxy)-2-(3-(hydroxymethyl)-1,2,3,4-tetra-hydroisoquinoline-2-carbonyl)-4-methoxyphenyl)carbamate C(C1=CC=CC=C1)OC=1C(=CC(=C(C1)NC(OCC=C)=O)C(=O)N1CC2=CC=CC=C2C[C@H]1CO)OC